CC(CC)CCCCCCCCCCCCCCCCCCCCCCCC 3-methyl-heptacosane